(2R,3R,4S,5S)-5-(4-benzamidopyrazolo[1,5-a][1,3,5]triazin-8-yl)-4-((tert-butyldimethylsilyl)oxy)-2-(hydroxymethyl)tetrahydrofuran-3-yl Hydrogen Phosphonate P(O[C@@H]1[C@H](O[C@H]([C@@H]1O[Si](C)(C)C(C)(C)C)C=1C=NN2C1N=CN=C2NC(C2=CC=CC=C2)=O)CO)(O)=O